7-isopropyl-3,4-dihydroquinolin-2(1H)-one C(C)(C)C1=CC=C2CCC(NC2=C1)=O